(S)-1-(1-(3-(1-acetylpiperidin-4-yl)-1H-pyrazolo[3,4-b]pyridin-5-yl)-3,3-difluoropiperidin-4-yl)-1-methyl-3-(1-methyl-2-oxo-5-(trifluoromethyl)-1,2-dihydropyridin-3-yl)urea C(C)(=O)N1CCC(CC1)C1=NNC2=NC=C(C=C21)N2CC([C@H](CC2)N(C(=O)NC=2C(N(C=C(C2)C(F)(F)F)C)=O)C)(F)F